C(C1=CC=CC=C1)N1[C@@H]([C@@H]2CC[C@H](C1)N2C(=O)OC(C)(C)C)[C@H](C(F)F)O Tert-butyl (1S,2S,5R)-3-benzyl-2-((R)-2,2-difluoro-1-hydroxyethyl)-3,8-diazabicyclo[3.2.1]octane-8-carboxylate